1-(2-dimethylaminoethyl)-5-methoxy-N1-methyl-N4-[4-(1-methylindol-3-yl)-5-isopropoxycarbonylpyrimidin-2-yl]Benzene-1,2,4-triamine CN(CCC1(C(C=C(C(=C1)OC)NC1=NC=C(C(=N1)C1=CN(C2=CC=CC=C12)C)C(=O)OC(C)C)N)NC)C